CC1(CS(N(C2=C1C=CC=C2)C=2C=NC1=CC=CC=C1C2)(=O)=O)C 4,4-dimethyl-1-(quinolin-3-yl)-3,4-dihydro-1H-2,1-benzothiazine 2,2-dioxide